2-hydroxy-2-(trifluoromethyl)propionic acid OC(C(=O)O)(C)C(F)(F)F